C(C)(C)(C)OC(=O)NC1CC(C1)N1C(N(C=2C=NC(=CC21)NC=2C=C(C=C(C2)C=2C=NN(C2)C)NC(OC)=O)C)=O methyl (3-((1-((1r,3r)-3-((tert-butoxycarbonyl)amino)cyclobutyl)-3-methyl-2-oxo-2,3-dihydro-1H-imidazo[4,5-c]pyridin-6-yl)amino)-5-(1-methyl-1H-pyrazol-4-yl)phenyl)carbamate